C(C)(C)(C)C(C(=O)OO)(C)C.C(C(C)C)(=O)OOC(C)(C)C t-butyl peroxyisobutyrate (t-butyl peroxyisobutyrate)